(R)-2-(4-hydroxybutan-2-yl)isoindoline-1,3-dione OCC[C@@H](C)N1C(C2=CC=CC=C2C1=O)=O